N-(5-(1-methyl-1H-pyrazol-3-yl)-4-((6-(methylsulfonyl)-4-morpholinopyridin-2-yl)amino)pyridin-2-yl)acetamide CN1N=C(C=C1)C=1C(=CC(=NC1)NC(C)=O)NC1=NC(=CC(=C1)N1CCOCC1)S(=O)(=O)C